FC=1C=C(NC(CC)C=2C=C(C=C3C(C=C(OC23)N2CCOCC2)=O)C(=O)N(C)C)C=C(C1)F 8-[1-(3,5-difluoroanilino)propyl]-N,N-dimethyl-2-morpholino-4-oxo-chromene-6-carboxamide